3-(5-(benzyloxy)-2-methylbenzofuran-3-carboxamido)azetidine-1-carboxylic acid tert-butyl ester C(C)(C)(C)OC(=O)N1CC(C1)NC(=O)C1=C(OC2=C1C=C(C=C2)OCC2=CC=CC=C2)C